2-Chloro-8-cyclopropylquinazoline ClC1=NC2=C(C=CC=C2C=N1)C1CC1